(2S,3S,4R)-Ethyl-4-azido-6-methoxy-3-methyl-1,2,3,4-tetrahydroquinoline-2-carboxylate C(C)OC(=O)[C@H]1NC2=CC=C(C=C2[C@@H]([C@H]1C)N=[N+]=[N-])OC